CN(C1=NC2=NC(=NC(=C2N1C)C12CC(C1)(C2)C(F)(F)F)C2=CC(OCC2)C=2C=CC(N(C2)C)=O)C 5-(4-(8-(dimethylamino)-7-methyl-6-(3-(trifluoromethyl)bicyclo[1.1.1]pentan-1-yl)-7H-purin-2-yl)-5,6-dihydro-2H-pyran-2-yl)-1-methylpyridin-2(1H)-one